FC=1C=C2NC(C=3N(C2=C(C1C1=C2C=CNC2=CC(=C1)F)F)C(=NN3)C)(C)C 7,9-Difluoro-8-(6-fluoro-1H-indol-4-yl)-1,4,4-trimethyl-5H-[1,2,4]triazolo[4,3-a]quinoxaline